ClC1=C(C(=O)C2=CNC3=C2C2=C(NC(C(N2)(C)COCCOC)=O)C=N3)C=CC(=C1)OC1=CC=CC=C1 9-(2-chloro-4-phenoxybenzoyl)-2-((2-methoxyethoxy)methyl)-2-methyl-1,2,4,7-tetrahydro-3H-pyrrolo[3',2':5,6]Pyrido[3,4-b]Pyrazin-3-one